[N+](=O)([O-])C=1C=C(C=CC1)C=1SC=CC1 2-(3-nitrophenyl)thiophene